ClC=1C=C(CN2CC=3C(N(N=CC3CC2)CC2=CC=C(C=C2)Cl)=O)C=C(C1)F 6-(3-chloro-5-fluorobenzyl)-3-(4-chlorobenzyl)-5,6,7,8-tetrahydropyrido[3,4-d]pyridazin-4(3H)-one